N-(4-methylbenzo[d]thiazol-2-yl)trichloroacetamide CC1=CC=CC2=C1N=C(S2)NC(C(Cl)(Cl)Cl)=O